BrC=1C=C(C=CC1)N1CCNCC1 4-(3-bromophenyl)piperazin